N-(4-(4-(5-Cyanopyridin-2-yl)piperazin-1-yl)phenyl)-4-methoxybenzamid C(#N)C=1C=CC(=NC1)N1CCN(CC1)C1=CC=C(C=C1)NC(C1=CC=C(C=C1)OC)=O